2,6-dibromo-4-(1H-pyrazol-1-yl)pyridine BrC1=NC(=CC(=C1)N1N=CC=C1)Br